N-(4-(5-(7-(4,4-difluoropiperidin-1-yl)furo[2,3-c]pyridin-5-yl)-1,3,4-oxadiazol-2-yl)-3-(6-azaspiro[2.5]oct-6-yl)phenyl)-2-hydroxyethane-1-sulfonamide FC1(CCN(CC1)C=1N=C(C=C2C1OC=C2)C2=NN=C(O2)C2=C(C=C(C=C2)NS(=O)(=O)CCO)N2CCC1(CC1)CC2)F